NC1=CC=C(C(=O)NCCC[C@@H](C(=O)OC)NC(C2=CC=C(C=C2)CCC=2C=C3C(=NC(=NC3=CC2)N)N)=O)C=C1 Methyl (S)-5-(4-aminobenzamido)-2-(4-(2-(2,4-diaminoquinazolin-6-yl)ethyl) benzamido)pentanoate